methyl 3-((4-(4-ethoxy-1-methyl-6-oxo-1,6-dihydropyridin-3-yl)-1H-pyrazol-1-yl)methyl)benzoate C(C)OC=1C(=CN(C(C1)=O)C)C=1C=NN(C1)CC=1C=C(C(=O)OC)C=CC1